B([O-])([O-])O.C(C(=O)O)(=O)O.C(C(=O)O)(=O)O.[Zn+2] zinc(II) bisoxalate borate